2-(1-methyl-8-{[(3R)-1-methylpiperidin-3-yl]amino}-1,2,3,4-tetrahydropyrido[2,3-d]pyridazin-5-yl)-5-(trifluoromethyl)phenol triformate C(=O)O.C(=O)O.C(=O)O.CN1CCCC=2C1=C(N=NC2C2=C(C=C(C=C2)C(F)(F)F)O)N[C@H]2CN(CCC2)C